[C@@H]12[C@@H]3CCC[C@@H]3[C@@H]([C@H](C1)CC=O)C2 |r| (1RS,2SR,6SR,7RS,8RS)-tricyclo[5.2.1.0(2,6)]dec-8-ylacetaldehyde